C(C1=CC=CC=C1)OC1=C(C=CC=C1F)C1=CC(=CC=C1)CC1(CCC(CC1)NS(=O)(=O)C)C(=O)N (1r,4r)-1-((2'-(benzyloxy)-3'-fluoro-[1,1'-biphenyl]-3-yl)methyl)-4-(methylsulfonamido)cyclohexane-1-carboxamide